N1CC(C1)C=C1CC=2CN(C(C2C=C1)=O)C1C(NC(CC1)=O)=O 3-(5-(azetidin-3-ylmethylene)-1-oxoisoindolin-2-yl)piperidine-2,6-dione